COC1=C(C=CC(=C1)C(=O)O)C1=CC=C(C=C1)NC([C@@H]1N(CCC1)C(NC1=CC=C(C=C1)C(C)C)=O)=O 2-methoxy-4'-[(1-{[4-(propan-2-yl)phenyl]carbamoyl}-D-prolyl)amino][1,1'-biphenyl]-4-carboxylic acid